C(C)(=O)N1CCN(CC1)C1=CC(=C(C=C1)NC(C(=CC1=CNC2=CC=CC=C12)NS(=O)(=O)C1=CC=C(C=C1)C)=O)OC (S)-N-(4-(4-acetylpiperazin-1-yl)-2-methoxyphenyl)-3-(1H-indol-3-yl)-2-(4-methylphenylsulfonamido)acrylamide